C1(=CC=CC=C1)CCC[C@@H]1[C@H](C1)N (1S,2S)-2-(3-phenylpropyl)cyclopropan-1-amine